ClC=1C=C2C=CC=NC2=C(C1)COC1=CC=CC(=N1)C1CCNCC1 4-(6-((6-chloroquinolin-8-yl)methoxy)pyridin-2-yl)piperidine